tert-butyl 4,4-difluoro-3-({[6-(trifluoromethyl)pyridin-2-yl]oxy}methyl)piperidine-1-carboxylate FC1(C(CN(CC1)C(=O)OC(C)(C)C)COC1=NC(=CC=C1)C(F)(F)F)F